15-propyloxacyclopentadecan-2-one C(CC)C1CCCCCCCCCCCCC(O1)=O